5-(2-fluoro-4-methoxyphenyl)-4,6-dimethyl-N-((1-methylpyrrolidin-2-yl)methyl)pyrimidin-2-amine, hydrochloride salt Cl.FC1=C(C=CC(=C1)OC)C=1C(=NC(=NC1C)NCC1N(CCC1)C)C